C(C)N1CCC(CC1)C=1C=CC=2N(CC=C(N2)C=2C=CC=3N(C2)C=C(N3)C)C1 7-(1-ethylpiperidin-4-yl)-2-(2-methylimidazo[1,2-a]pyridin-6-yl)-4H-pyrido[1,2-a]pyrimidin